3-chloro-N-[4-(trifluoromethyl)phenyl]pyrazin-2-amine ClC=1C(=NC=CN1)NC1=CC=C(C=C1)C(F)(F)F